2-Methyldodecanoic acid CC(C(=O)O)CCCCCCCCCC